(R)-5-(((3-chloro-5-isopropylisoquinolin-8-yl)oxy)methyl)-3-methyl-oxazolidin-2-one ClC=1N=CC2=C(C=CC(=C2C1)C(C)C)OC[C@H]1CN(C(O1)=O)C